COC(C(CC1C(NC2(CC2)C1)=O)NC(=O)OC(C)(C)C)=O 2-((tert-butoxycarbonyl)amino)-3-(5-oxo-4-azaspiro[2.4]hept-6-yl)propionic acid methyl ester